CON(C(C(C)OC)=O)CC1=CC=C(C=C1)C1=NOC(=N1)C(F)(F)F N,2-dimethoxy-N-({4-[5-(trifluoromethyl)-1,2,4-oxadiazolyl]phenyl}methyl)propanamide